C1(CCCCC1)OC(C(=O)NCC)=O.C(C)(C)(C)NC(C=C)=O.[K] potassium N-t-butyl-acrylamide cyclohexyl-N-ethyloxamate